C(C)(C)(C)OC(NC(CN1C=C(C2=C1N=CN=C2N)I)C=C)=O (1-(4-amino-5-iodo-7H-pyrrolo[2,3-d]pyrimidin-7-yl)but-3-en-2-yl)carbamic acid tert-butyl ester